5-(ethylsulfonyl)-N-propyl-6-(2-(trifluoromethyl)pyrazolo[1,5-a]pyridin-5-yl)pyridin-2-amine C(C)S(=O)(=O)C=1C=CC(=NC1C1=CC=2N(C=C1)N=C(C2)C(F)(F)F)NCCC